1-[(4-([(2,5-Dioxo-1-pyrrolidinyl)oxy]-carbonyl)cyclohexyl)methyl]-1H-pyrrol-2,5-dion O=C1N(C(CC1)=O)OC(=O)C1CCC(CC1)CN1C(C=CC1=O)=O